C(#N)C=1C=C(C=CC1F)NC(=O)N1CC=2C(=NN3C2SCCC(C3)O)CC1 N-(3-cyano-4-fluorophenyl)-4-hydroxy-2,3,4,5,8,9-hexahydropyrido-[4',3':3,4]pyrazolo[5,1-b][1,3]thiazepine-10(11H)-carboxamide